ethyl 5-(2-fluoro-5-(trifluoromethoxy) phenyl)-1,3,4-oxadiazole-2-carboxylate FC1=C(C=C(C=C1)OC(F)(F)F)C1=NN=C(O1)C(=O)OCC